[N+](=O)([O-])C1=CC(=NN1)C(=O)OC methyl 5-nitro-1H-pyrazole-3-carboxylate